tert-butyl 2-((S)-2-(((1R,4S)-4-((5'-chloro-6-(((4-cyanotetrahydro-2H-pyran-4-yl) methyl) amino)-[2,4'-bipyridyl]-2'-yl) amino) cyclohexyl) amino) propoxy)-2-methylpropionate ClC=1C(=CC(=NC1)NC1CCC(CC1)N[C@H](COC(C(=O)OC(C)(C)C)(C)C)C)C1=NC(=CC=C1)NCC1(CCOCC1)C#N